NC1=CC=C(C=C1)S(=O)(=O)C=1C(=C(N(C1C)CCCOC1=CC(=C(C(=C1)C)Cl)C)C(=O)O)C 4-((4-aminophenyl)sulfonyl)-1-(3-(4-chloro-3,5-dimethylphenoxy)propyl)-3,5-dimethyl-1H-pyrrole-2-carboxylic acid